C(CCCCCN)N 1,6-hexylenediamine